tert-butyl ((1S)-2-((1S,3S,5S)-3-cyano-2-azabicyclo[3.1.0]hexan-2-yl)-1-((1S,3S,5S)-3-(2-hydroxyethoxy)adamantan-1-yl)-2-oxoethyl)carbamate C(#N)[C@H]1N([C@H]2C[C@H]2C1)C([C@H](C12CC3(C[C@@H](CC(C1)C3)C2)OCCO)NC(OC(C)(C)C)=O)=O